3-(4-chlorobenzyl)-1-methyl-5-nitro-1H-indole ClC1=CC=C(CC2=CN(C3=CC=C(C=C23)[N+](=O)[O-])C)C=C1